C1(=CC(=CC=C1)C(=O)O)C1=CC=CC=C1 (1,1'-biphenyl)-3-Carboxylic acid